6-(2-chlorophenyl)-2-((3-(hydroxymethyl)phenyl)amino)-8-methyl-5-vinylpyrido[2,3-d]pyrimidin-7(8H)-one ClC1=C(C=CC=C1)C1=C(C2=C(N=C(N=C2)NC2=CC(=CC=C2)CO)N(C1=O)C)C=C